di-(tert-butyl)(2-methoxyphenyl)phosphine C(C)(C)(C)P(C1=C(C=CC=C1)OC)C(C)(C)C